4-[(5-chloro-2-pyridyl)methyl]piperidin-4-ol ClC=1C=CC(=NC1)CC1(CCNCC1)O